C(C)C(C=O)CCCCCC ethyloctanal